CNC(NCC=1SC(=NN1)C=1N(C2=CC=CC(=C2C1)NC1CCN(CC1)C)CC(F)(F)F)=O 3-methyl-1-[(5-{4-[(1-methylpiperidin-4-yl)amino]-1-(2,2,2-trifluoroethyl)-1H-indol-2-yl}-1,3,4-thiadiazol-2-yl)methyl]urea